Cl.[2H]C(N)([2H])[2H] trideuteromethanamine hydrochloride